2,6-difluoro-4-(((1R,5S,6s)-3-methyl-3-azabicyclo[3.1.0]hex-6-yl)ethynyl)benzene FC1=CC(=CC(=C1)C#CC1[C@@H]2CN(C[C@H]12)C)F